C1CCC2=CC(=CC=C12)C1(CCC(CC1)N)N 1-(2,3-dihydro-1H-inden-5-yl)cyclohexane-1,4-diamine